FC1=CC=C2C3=C(C=CC(C[C@]4(C[C@H](CC4)NS(=O)(=O)C)C=4N=CC=C(COC2=C1)N4)=C3)F N-[(1'S,15R)-5,20-difluorospiro[8-oxa-13,22-diazatetracyclo[15.3.1.110,14.02,7]docosa-1(20),2,4,6,10,12,14(22),17(21),18-nonaene-15,3'-cyclopentane]-1'-yl]methanesulfonamide